C1(C(CCC2=CC=CC=C12)C(=O)O)C(=O)O 1,2,3,4-Tetrahydronaphthalene-1,2-dicarboxylic acid